tert-butyl (R)-(1-(2-(7-chloro-1-(cyclopropylmethyl)-6-fluoro-1H-indol-2-yl)-3,4-dihydro-5-oxa-1,2a-diazaacenaphthylene-7-carbonyl)piperidin-3-yl)carbamate ClC=1C(=CC=C2C=C(N(C12)CC1CC1)C1=NC=2C=C(C=C3OCCN1C23)C(=O)N2C[C@@H](CCC2)NC(OC(C)(C)C)=O)F